FC=1C=C(C=C(C1[Si](C)(C)C)F)NC(=O)[C@@H]1N(CCC2=CC(=CC=C12)COC)C(CCCC(=O)O)=O 5-((1R)-1-((3,5-difluoro-4-(trimethylsilyl)phenyl)carbamoyl)-6-methoxymethyl-3,4-dihydroisoquinolin-2(1H)-yl)-5-oxopentanoic acid